C(C)N(C1=CC(=C(C=C1)C1(OC(=O)C2=CC=CN=C12)C1=C(N(C2=CC=CC=C12)CC)C)OCCCCCC)CC 3-(4-Diethylamino-2-hexyloxyphenyl)-3-(1-ethyl-2-methylindol-3-yl)-4-azaphthalide